C(C)OC(C(=O)[O-])(C)CC=O ethoxy-2-oxo-ethyl-propanoate